Cl.N[C@H](CNC(=O)C=1NC2=CC(=CC=C2C1)C1=CC(=CC=C1)F)CCCN (S)-N-(2,5-diaminopentyl)-6-(3-fluorophenyl)-1H-indole-2-carboxamide hydrogen chloride salt